CC[C@H](CC[C@@H](C)[C@H]1CC[C@H]2[C@@H]3CC[C@H]4CC(CC[C@]4(C)[C@H]3CC[C@]12C)=O)C(C)C 5α-stigmastan-3-one